CC1=C(OC=2C=C3C(=NN(C3=CC2C=2C3=C(C(N(C2)C)=O)NC(=C3)C(=O)NCC)CC(C)(C)O)C=3C=NN(C3)C)C(=CC=C1)C 4-(5-(2,6-dimethylphenoxy)-1-(2-hydroxy-2-methylpropyl)-3-(1-methyl-1H-pyrazol-4-yl)-1H-indazol-6-yl)-N-ethyl-6-methyl-7-oxo-6,7-dihydro-1H-pyrrolo[2,3-c]pyridine-2-carboxamide